C(C)N1C(=CC2=CC=C(C=C12)F)C1=NC2=C(N1C)C=CC(=C2)C(=O)N2C[C@@H](CCC2)NC(OC(C)(C)C)=O (R)-tert-butyl (1-(2-(1-ethyl-6-fluoro-1H-indol-2-yl)-1-methyl-1H-benzo[d]imidazole-5-carbonyl)piperidin-3-yl)carbamate